N-(3-(3-(difluoromethoxy)naphthalen-2-yl)-1H-pyrazol-4-yl)pyrazolo[1,5-a]pyrimidine-3-carboxamide FC(OC=1C(=CC2=CC=CC=C2C1)C1=NNC=C1NC(=O)C=1C=NN2C1N=CC=C2)F